FC(C=1C=C(C(=O)Cl)C=C(C1)C(F)(F)F)(F)F 3,5-bis(trifluoromethyl)benzoyl chloride